FC(C1=CC=2N(C=C1)N=C(C2)C(=O)OCC)(F)F ethyl 5-(trifluoromethyl)pyrazolo[1,5-a]pyridine-2-carboxylate